(2S,3R,4R)-1-acetyl-2-cyclopropyl-4-((4-(3,6-dihydro-2H-pyran-4-yl)pyrimidin-2-yl)amino)-3-methyl-1,2,3,4-tetrahydroquinoline-6-carboxamide C(C)(=O)N1[C@H]([C@@H]([C@H](C2=CC(=CC=C12)C(=O)N)NC1=NC=CC(=N1)C=1CCOCC1)C)C1CC1